4'-[(1,4-phenylene)bis(dimethylmethylene)]dianiline C1(=CC=C(C=C1)C(C)(C)NC1=CC=CC=C1)C(C)(C)NC1=CC=CC=C1